BrC=1C=C(C2=CN(N=C2C1)[C@H](C(=O)[C@H]1N(C[C@@H](C1)F)C(=O)OC(C)(C)C)C(=O)OCC)Cl |&1:10| rac-tert-butyl (2S,4R)-2-(2-(6-bromo-4-chloro-2H-indazol-2-yl)-3-ethoxy-3-oxopropanoyl)-4-fluoropyrrolidine-1-carboxylate